N1=CC=C(C=C1)C1=CC=C(N=N1)C(=O)O 6-(pyridin-4-yl)pyridazine-3-carboxylic acid